O=C1NC=C(C(N1)=O)C1=CC(=C(N=N1)C#N)N1C[C@H](CC1)C(C)C 6-(2,4-dioxo-1H-pyrimidin-5-yl)-4-[(3R)-3-isopropylpyrrolidin-1-yl]pyridazine-3-carbonitrile